C1(CCCC1)N1C(CN(C=2C(N[C@](NC12)(N)NC=1C=C2C=CN(C2=CC1OC)C(=O)N1CCCCC1)=O)C)CC (R)-8-cyclopentyl-7-ethyl-2-{[6-methoxy-1-(piperidine-1-carbonyl)indol-5-yl]amino}-5-methyl-7,8-dihydropterin